C(C)(C)(C)OC(=O)N1[C@H](C[C@@]2(CC1)OCC(C1=C2SC(=C1)Cl)O)C.NC1=NC(=NC(=N1)N)C=C 2,4-diamino-6-vinyl-s-triazine tert-butyl-(2'S,7R)-2-chloro-4-hydroxy-2'-methyl-spiro[4,5-dihydrothieno[2,3-c]pyran-7,4'-piperidine]-1'-carboxylate